C1=C(C=C(C(=C1[N+](=O)[O-])O)[N+](=O)[O-])C[C@@H](C(=O)O)N The molecule is a non-proteinogenic L-alpha-amino acid that is L-tyrosine substituted by nitro groups at positions 3 and 5. It is a non-proteinogenic L-alpha-amino acid, a C-nitro compound and a L-tyrosine derivative.